BrC1=CC=C(NCC2CC2)C=C1 4-bromo-N-(cyclopropylmethyl)aniline